OC1=C(C(=O)C2=C(C=C(C=C2)OC(C)C)O)C=CC(=C1)OCC 2,2'-dihydroxy-4-ethoxy-4'-isopropoxybenzophenone